C(C(=C)C)(=O)NC(C(=O)O)C(C(=C)C)=O N,α-bismethacryloyl-glycine